C1(CC1)C1=NC=C2N1CCNC2 3-cyclopropyl-5,6,7,8-tetrahydroimidazo[1,5-a]pyrazine